CC1=C(C(=O)NC(C)C2=CC=CC3=CC=CC=C23)C=C(C=C1)NC=1C(NC=CC1)=O 2-Methyl-N-(1-(naphthalen-1-yl)ethyl)-5-((2-oxo-1,2-dihydropyridin-3-yl)amino)benzamide